tert-butyl 9-(2-fluoro-4-nitrophenyl)-3,9-diazaspiro[5.5]undecane-3-carboxylate FC1=C(C=CC(=C1)[N+](=O)[O-])N1CCC2(CCN(CC2)C(=O)OC(C)(C)C)CC1